tert-butyl {(1R)-1-[3-(2-cyclopropyl-1,1-difluoro-2-oxoethyl)phenyl]ethyl}carbamate C1(CC1)C(C(F)(F)C=1C=C(C=CC1)[C@@H](C)NC(OC(C)(C)C)=O)=O